Benzyl 4-(3-bromophenyl)piperidine-1-carboxylate Benzyl-carbonochloridate C(C1=CC=CC=C1)OC(=O)Cl.BrC=1C=C(C=CC1)C1CCN(CC1)C(=O)OCC1=CC=CC=C1